tert-butyl N-(4-(aminomethyl)benzoyl)-N-(2-(sulfooxy)ethyl)glycinate NCC1=CC=C(C(=O)N(CC(=O)OC(C)(C)C)CCOS(=O)(=O)O)C=C1